FC1=CC=C(C=C1)C1=NOC(=C1COC1=CC=C(C(=N1)C)N)C 6-((3-(4-fluorophenyl)-5-methylisoxazol-4-yl)methoxy)-2-methylpyridin-3-amine